C(N)(=O)C1=C(C2=C(N(C=N2)CC2=CC=C(C=C2)B(O)O)C=C1)[N+](=O)[O-] (4-((5-carbamoyl-4-nitro-1H-benzo[d]imidazol-1-yl)methyl)phenyl)boronic acid